CC(CC(=O)NO)(C=C)C 3,3-dimethyl-4-pentenhydroxamic acid